5-Amino-o-cresol CC1=C(C=C(C=C1)N)O